(R)-7-chloro-4-methyl-3-(1-propionyl-5-(p-tolyl)-4,5-dihydro-1H-pyrazol-3-yl)quinolin-2(1H)-one ClC1=CC=C2C(=C(C(NC2=C1)=O)C1=NN([C@H](C1)C1=CC=C(C=C1)C)C(CC)=O)C